2-(5-(2-((2,3-dihydro-1H-inden-2-yl)amino)-6,7-dihydro-5H-cyclopenta[d]pyrimidin-6-yl)-1,3,4-oxadiazol-2-yl)-1-(3,4,6,7-tetrahydro-5H-[1,2,3]triazolo[4,5-c]pyridin-5-yl)ethan-1-one C1C(CC2=CC=CC=C12)NC=1N=CC2=C(N1)CC(C2)C2=NN=C(O2)CC(=O)N2CC1=C(CC2)N=NN1